C(#N)C=1C=C(C=CC1)N1C(N([C@@H](C1)C#N)C1=CN=CC2=CC=CC=C12)=O (S)-1-(3-cyanophenyl)-3-(isoquinolin-4-yl)-2-oxoimidazoline-4-carbonitrile